((1r,4r)-4-(difluoromethyl)cyclohexyl)-1-(5-(5-fluoro-2-methoxypyridin-4-yl)-1H-pyrazole-3-carbonyl)piperidine-4-carboxamide FC(C1CCC(CC1)C1N(CCC(C1)C(=O)N)C(=O)C1=NNC(=C1)C1=CC(=NC=C1F)OC)F